3-chloro-2-((1,2,3,4-tetrahydro-4aH-carbazol-4a-yl)methyl)benzoic acid ClC=1C(=C(C(=O)O)C=CC1)CC12CCCCC2=NC2=CC=CC=C12